histidine bisulphite S(O)(O)=O.N[C@@H](CC1=CNC=N1)C(=O)O